5-{2-[2-(5-Methoxychinolin-8-sulfonamido)phenyl]ethynyl}-3-(methylamino)-pyridin COC1=C2C=CC=NC2=C(C=C1)S(=O)(=O)NC1=C(C=CC=C1)C#CC=1C=C(C=NC1)NC